3,5-diphenyl-N-(4-phenylphenyl)aniline C1(=CC=CC=C1)C=1C=C(NC2=CC=C(C=C2)C2=CC=CC=C2)C=C(C1)C1=CC=CC=C1